tert-Butyl 4-[2-(6,8-dioxo-2,7-diazaspiro[4.6]undecan-2-yl)pyrimidin-5-yl]piperidine-1-carboxylate O=C1C2(CCN(C2)C2=NC=C(C=N2)C2CCN(CC2)C(=O)OC(C)(C)C)CCCC(N1)=O